(R)-1-(3-(3-Chloro-2-methylphenyl)-3-((3-fluoroquinolin-7-yl)amino)pyrrolidin-1-yl)prop-2-en-1-one ClC=1C(=C(C=CC1)[C@]1(CN(CC1)C(C=C)=O)NC1=CC=C2C=C(C=NC2=C1)F)C